CC=1N(C2=CC=C(C=C2C1CC1=CNC2=CC(=CC=C12)[N+](=O)[O-])Br)C methyl-5-bromo-1-methyl-3-((6-nitro-1H-indol-3-yl)methyl)-1H-indole